(E)-ethyl 3-(4-((2-chloro-4-morpholinothieno[3,2-d]pyrimidin-6-yl)methylamino)phenyl)acrylate ClC=1N=C(C2=C(N1)C=C(S2)CNC2=CC=C(C=C2)/C=C/C(=O)OCC)N2CCOCC2